2-OXOPROPYL ACETATE C(C)(=O)OCC(C)=O